NC[C@@H]1[C@H]([C@H]([C@@H](O1)N1C=2N=C(NC(C2N=C1)=O)NC(C(C)C)=O)OC)O[Si](C)(C)C(C)(C)C N-(9-((2R,3R,4R,5R)-5-(aminomethyl)-4-((tert-butyldimethylsilyl)oxy)-3-methoxytetrahydrofuran-2-yl)-6-oxo-6,9-dihydro-1H-purin-2-yl)isobutyramide